C1(=CC=CC=C1)N1C=2C=CC=CC2C=2N3C4=CC=CC=C4N(C3=NC12)C1=CC=CC=C1 9,13-diphenyl-1,9,11,13-tetraazapentacyclo[10.7.0.02,10.03,8.014,19]nonadeca-2(10),3(8),4,6,11,14,16,18-octaene